7-(1-(2-hydroxy-2-methylpropyl)-1H-pyrazol-4-yl)-1-isopropyl-3-methyl-8-(4-(((tetrahydro-2H-pyran-4-yl)oxy)methyl)phenyl)-3,6-dihydroimidazo[4,5-d]pyrrolo[2,3-b]pyridin-2(1H)-one OC(CN1N=CC(=C1)C1=C(C=2C(=NC=C3C2N(C(N3C)=O)C(C)C)N1)C1=CC=C(C=C1)COC1CCOCC1)(C)C